3-(1-methyl-4-((4-(methylamino)-5-(trifluoromethyl)pyrimidin-2-yl)amino)-1H-indazol-6-yl)-1-morpholinopropan-1-one CN1N=CC2=C(C=C(C=C12)CCC(=O)N1CCOCC1)NC1=NC=C(C(=N1)NC)C(F)(F)F